ethyl 2-(3-bromo-4-(difluoromethoxy)phenyl)-4-methyloxazole-5-carboxylate BrC=1C=C(C=CC1OC(F)F)C=1OC(=C(N1)C)C(=O)OCC